2-(azetidin-3-yloxy)-1-[5-(2,3-dihydro-1,4-benzodioxine-6-sulfonyl)-1H,2H,3H,4H,5H,6H-pyrrolo[3,4-c]pyrrol-2-yl]-2-phenylethan-1-one TFA salt OC(=O)C(F)(F)F.N1CC(C1)OC(C(=O)N1CC=2CN(CC2C1)S(=O)(=O)C1=CC2=C(OCCO2)C=C1)C1=CC=CC=C1